N-ethyl-5-fluoro-2-((5-(2-((5S)-5-hydroxy-6-((2-methoxyethyl)(methyl)amino)-2-methylhex-3-yl)-2,6-diazaspiro[3.4]oct-6-yl)-1,2,4-triazin-6-yl)oxy)-N-isopropylbenzamide C(C)N(C(C1=C(C=CC(=C1)F)OC1=C(N=CN=N1)N1CC2(CN(C2)C(C(C)C)C[C@@H](CN(C)CCOC)O)CC1)=O)C(C)C